C(CCCCCCCC=CCCCCCCCCCCCCCCCCCCC)(=O)O 9-Nonacosenoic acid